Cl.NC1=C2C(=NC=N1)N(N=C2C2=C(C(=C(C=C2)OC)F)F)[C@@H](C)C2=NC1=CC=CC=C1C(N2C2=CC=CC=C2)=O (S)-2-(1-(4-amino-3-(2,3-difluoro-4-methoxyphenyl)-1H-pyrazolo[3,4-D]pyrimidin-1-yl)ethyl)-3-phenylquinazolin-4(3H)-one hydrochloride